NC=1N=C(SC1C(C1=CC=C(C=C1)CN1N=CC=C1)=O)N(C1=CC=C(C=C1)F)C(C(=O)N)C (N-[4-amino-5-[4-(pyrazol-1-ylmethyl)benzoyl]thiazol-2-yl]-4-fluoro-anilino)propanamide